O=C1N(CCN2[C@@H]1CNCC2)C=2SC(=CN2)[C@@H]2[C@H](CCCC2)C(F)(F)F (R)-9-Oxo-8-(5-((1S,2S)-2-(trifluoromethyl)cyclohexyl)thiazol-2-yl)octahydro-2H-pyrazino[1,2-a]pyrazin